ClC(C(=O)O)(C)C α-chloroisobutanoic acid